FC(C(=C(C(C(F)(F)F)(C(F)(F)F)F)F)F)(F)F perfluoro-(4-methyl-2-pentene)